C1(CC1)COC1=C(C=C(C=C1)C=NS(=O)C(C)(C)C)F N-[[4-(cyclopropylmethoxy)-3-fluoro-phenyl]methylene]-2-methyl-propane-2-sulfinamide